C(=O)(OC(C)(C)C)NCCCNC=1C=C(C=CC1)[N+](=O)[O-] 3-((3-(N-Boc-amino)propyl)amino)nitrobenzene